NC=1C=C(C=CC1)NC(CN1[C@@H](CN(CC1)C(=O)OC(C)(C)C)C(F)(F)F)=O (S)-tert-Butyl 4-(2-((3-aminophenyl)amino)-2-oxoethyl)-3-(trifluoromethyl)piperazine-1-carboxylate